NC=1C2=C(N=CN1)SC(=N2)C=2C=C(C=CC2C)C#C[C@@]2(CCN1C2=NC=C1)O (R)-7-[2-[3-(7-aminothiazolo[5,4-d]pyrimidin-2-yl)-4-methylphenyl]ethynyl]-5,6-dihydropyrrolo[1,2-a]imidazol-7-ol